N1=C(C=NC2=CC=CC=C12)C1=CC=C(C#N)C=C1 4-(quinoxaline-2-yl)benzonitrile